acetic acid [2-(4-chlorophenyl)-5-[(4-chlorophenyl)-methyl]-thiazol-4-yl]-methyl ester ClC1=CC=C(C=C1)C=1SC(=C(N1)COC(C)=O)CC1=CC=C(C=C1)Cl